1-undecyl-3-butylpyrrolidinium fluoride salt [F-].C(CCCCCCCCCC)[NH+]1CC(CC1)CCCC